COCCOC1=NSC(=N1)N 3-(2-methoxyethoxy)-5-amino-1,2,4-thiadiazole